4-((4-(1H-indol-4-yl)-1H-1,2,3-triazol-1-yl)methyl)-N'-(2,2-difluoroacetyl)-3-fluorobenzoyl-hydrazine dihydrospiro[indene-2,4'-piperidine]-5-carboxylate N1CCC2(CC1)CC1=CC=C(C=C1C2)C(=O)O.N2C=CC1=C(C=CC=C21)C=2N=NN(C2)CC2=C(C=C(C(=O)NNC(C(F)F)=O)C=C2)F